N-(1-methylpiperidin-3-yl)pyrazine-2-carboxamide CN1CC(CCC1)NC(=O)C1=NC=CN=C1